OC[C@H](C)N1N=C(C=C1)N\C(\C)=C\1/C(NC2=CN=C(C=C21)C=2C=NC=CC2C)=O (S,Z)-3-(1-((1-(1-Hydroxypropan-2-yl)-1H-pyrazol-3-yl)amino)ethylidene)-5-(4-methylpyridin-3-yl)-1H-pyrrolo[2,3-c]pyridin-2(3H)-one